2-chloro-3-fluoro-N-[(3R,4S)-4-fluoro-1-(2-fluorobenzoyl)pyrrolidin-3-yl]benzamide ClC1=C(C(=O)N[C@@H]2CN(C[C@@H]2F)C(C2=C(C=CC=C2)F)=O)C=CC=C1F